C(C)(C)(C)OC(N(C1=C(C=C(C=C1)OCC=1N(C(=CN1)[N+](=O)[O-])C)C)C1=CC2=C(C=N1)N(C(N2C2CCOCC2)=O)C)=O (3-methyl-2-oxo-1-(tetrahydro-2H-pyran-4-yl)-2,3-dihydro-1H-imidazo[4,5-c]Pyridin-6-yl)(2-methyl-4-((1-methyl-5-nitro-1H-imidazol-2-yl)methoxy)phenyl)carbamic acid tert-butyl ester